The molecule is an organic cation that is the conjugate acid of (R,R)-asenapine, obtained by protonation of the tertiary amino group. It is an ammonium ion derivative and an organic cation. It is a conjugate acid of a (R,R)-asenapine. It is an enantiomer of a (S,S)-asenapine(1+). C[NH+]1C[C@@H]2[C@@H](C1)C3=C(C=CC(=C3)Cl)OC4=CC=CC=C24